2-{[(2S)-1-[2-(1,2-dihydroxyethyl)benzoyl]piperidin-2-yl]methoxy}-6-hydroxybenzaldehyde OC(CO)C1=C(C(=O)N2[C@@H](CCCC2)COC2=C(C=O)C(=CC=C2)O)C=CC=C1